N-(3-(6-amino-5-(2-(N-(methyl-d3)acrylamido)ethoxy)pyrimidin-4-yl)-5-fluoro-2-methylphenyl)-6'-fluoro-2',3'-dihydrospiro[cyclopropane-1,1'-indene]-5'-carboxamide NC1=C(C(=NC=N1)C=1C(=C(C=C(C1)F)NC(=O)C=1C=C2CCC3(C2=CC1F)CC3)C)OCCN(C(C=C)=O)C([2H])([2H])[2H]